FC(OC=1C=C(C(=O)C=2C=C3C(=CNC3=CC2)C=2CCN(CC2)CC)C=CC1)(F)F 5-(3-trifluoromethoxybenzoyl)-3-(1-ethyl-1,2,3,6-tetrahydropyridin-4-yl)-1H-indole